C(C)(=O)OCC([C@]1([C@@H](C[C@H]2[C@@H]3C=C(C4=CC(OC[C@]4(C)[C@H]3CC[C@]12C)=O)Cl)Br)O)=O acetoxy-16α-bromo-6-chloro-17α-Hydroxy-2-oxa-4,6-pregnadiene-3,20-dione